CC(CCCCC(C(C(C(=O)[O-])(CCCCC(CC)C)CCCCC(CC)C)(O)C(=O)[O-])C(=O)[O-])CC Tri(5-methyl-1-heptyl)citrat